COCC(=O)N1CCC(CC1)CN1N=C2C3=C(CCC2=C1)OC(=C3C(F)(F)F)C(=O)O 2-{[1-(Methoxyacetyl)piperidin-4-yl]methyl}-8-(trifluoromethyl)-4,5-dihydro-2H-furo[2,3-g]indazole-7-carboxylic acid